OC=1C=C2OC3=C(CCCC3=CC2=CC1)C=O 6-hydroxy-2,3-dihydro-1H-xanthene-4-carbaldehyde